C(C)(C)(C)OC(=O)N1CCN(CC1)C1=C(C=C2C(C(=CN(C2=C1)CC)C(=O)O)=O)F 7-(4-(tert-butoxycarbonyl)piperazin-1-yl)-1-ethyl-6-fluoro-4-oxo-1,4-dihydroquinoline-3-carboxylic acid